(R)-1-(3-(2-(1H-imidazol-2-yl)imidazo[4,5-d]pyrrolo[2,3-b]pyridin-1(6H)-yl)pyrrolidin-1-yl)prop-2-en-1-one N1C(=NC=C1)C1=NC=2C(=C3C(=NC2)NC=C3)N1[C@H]1CN(CC1)C(C=C)=O